2-[4-[6-[(4-cyano-2-fluoro-phenyl)methoxy]-2-pyridyl]-2-fluoro-phenyl]Acetic acid C(#N)C1=CC(=C(C=C1)COC1=CC=CC(=N1)C1=CC(=C(C=C1)CC(=O)O)F)F